tert-butyl (4-hydroxy-3-methylphenyl)carbamate OC1=C(C=C(C=C1)NC(OC(C)(C)C)=O)C